C1(CCCCC1)NCCCS(=O)(=O)O 3-(Cyclohexylamino)propanesulfonic acid